FC=1C=C2C(=C(NC2=C(C1)F)C1=CC=C(C=C1)F)CC1CN(CC1)C(C)=O 1-(3-((5,7-difluoro-2-(4-fluorophenyl)-1H-indol-3-yl)methyl)pyrrolidin-1-yl)ethan-1-one